4,4',6,6'-tetra-tert-butyl-2,2'-biphenol C(C)(C)(C)C=1C=C(C(=C(C1)C(C)(C)C)O)C=1C(=C(C=C(C1)C(C)(C)C)C(C)(C)C)O